6-hydroxy-N-[(3S)-9-fluoro-2-oxo-5-phenyl-1,3-dihydro-1,4-benzodiazepine-3-yl]-6,7-dihydro-5H-pyrazolo[5,1-b][1,3]Oxazine-3-carboxamide OC1CN2C(OC1)=C(C=N2)C(=O)N[C@@H]2C(NC1=C(C(=N2)C2=CC=CC=C2)C=CC=C1F)=O